NC(C(C)(C)C1=CC(=NC(=C1)C1=CC=C(C=C1)F)C(CNC(=O)C1=CC(=NN1C)C=1N=CSC1)(C)O)=O N-(2-(4-(1-amino-2-methyl-1-oxopropan-2-yl)-6-(4-fluorophenyl)pyridin-2-yl)-2-hydroxypropyl)-1-methyl-3-(thiazol-4-yl)-1H-pyrazole-5-carboxamide